C1(=C(C(=CC=C1)C)C)NC=1C=C(C(C=O)=CC1)O 4-(xylylamino)salicylaldehyde